2-(4-((benzyloxy)carbonyl)morpholin-2-yl)acetic acid C(C1=CC=CC=C1)OC(=O)N1CC(OCC1)CC(=O)O